ClC=1C=C(CSC=2NC(=NN2)NC(=O)C=2NC(=CC2)\C=C\2/C(NC3=CC=CC=C23)=O)C=CC1 (Z)-N-(5-((3-chlorobenzyl)thio)-4H-1,2,4-triazol-3-yl)-5-((2-oxoindolin-3-ylidene)methyl)-1H-pyrrole-2-carboxamide